CC1=CC(=NC=C1NC1=NC=C(C(=N1)NC=1C=CC2=C(NC(O2)=O)C1)C)N1CCN(CC1)C N2-[4-methyl-2-(4-methylpiperazino)pyridin-5-yl]-5-methyl-N4-(2-oxo-2,3-dihydro-1,3-benzoxazol-5-yl)-2,4-pyrimidinediamine